COC(CN(C)C1=CC=C(C=C1)C=O)=O (4-formylphenyl)-N-methyl-glycine methyl ester